FC=1C=C(COC2OC3CN4C2(C(N2C4=CC=NC2=O)([2H])[2H])C3)C=CC1OC1=CC(=NC=C1)C(F)(F)F ((3-fluoro-4-((2-(trifluoromethyl)pyridin-4-yl)oxy)benzyl)oxy)-3,4-dihydro-1H,9H,11H-3,11a-methanopyrimido[6',1':2,3]imidazo[5,1-c][1,4]oxazin-9-one-11,11-d2